O-((4-hydroxybicyclo(2.2.1)heptan-1-yl)methyl) hydrazinecarbothioate N(N)C(OCC12CCC(CC1)(C2)O)=S